5-methoxy-1-(trifluoromethanesulfonyl)-1H-benzotriazole COC1=CC2=C(N(N=N2)S(=O)(=O)C(F)(F)F)C=C1